NC=1C(=NN(C1)C1CCC(CC1)NC(=O)C1CCN(CC1)C=1C=C2C(N(C(C2=CC1)=O)C1C(NC(CC1)=O)=O)=O)C(F)F N-[4-[4-Amino-3-(difluoromethyl)pyrazol-1-yl]cyclohexyl]-1-[2-(2,6-dioxo-3-piperidyl)-1,3-dioxo-isoindolin-5-yl]piperidine-4-carboxamide